2-(2-((S)-1-hydroxyethyl)-1H-imidazol-1-yl)but-3-en-1-ol O[C@@H](C)C=1N(C=CN1)C(CO)C=C